(R)-(1-(3-(difluoromethyl)-2-fluorophenyl)ethyl)(6-hydroxy-2-methyl-7-oxo-7,8-dihydropyrido[2,3-d]pyrimidin-4-yl)carbamic acid tert-butyl ester C(C)(C)(C)OC(N(C=1C2=C(N=C(N1)C)NC(C(=C2)O)=O)[C@H](C)C2=C(C(=CC=C2)C(F)F)F)=O